1-[(4-methyl-1H-imidazol-5-yl)methyl]-2'-(quinolin-3-yl)-5',6'-dihydrospiro[azetidine-3,4'-pyrrolo[1,2-b]pyrazole] CC=1N=CNC1CN1CC2(CCN3N=C(C=C32)C=3C=NC2=CC=CC=C2C3)C1